O[C@@H]1[C@H](CC12CCN(CC2)S(=O)(=O)N)[C@@H]2N1C(C3=CC=CC=C23)=CN=C1 (1R,2R)-1-hydroxy-2-[(5S)-5H-imidazo[4,3-a]isoindol-5-yl]-7-azaspiro[3.5]nonane-7-sulfonamide